3-BORONO-4-FLUOROBENZOIC ACID ETHYL ESTER C(C)OC(C1=CC(=C(C=C1)F)B(O)O)=O